6-chloro-1-propyl-1H-pyrazolo[3,4-b]pyridine ClC1=CC=C2C(=N1)N(N=C2)CCC